BrC1=C(C=C(C=C1)C(C(F)(F)F)NC)F 1-(4-bromo-3-fluorophenyl)-2,2,2-trifluoro-N-methylethanamine